2-((5-chloro-1-methyl-1H-pyrazol-4-yl)amino)-6-methylquinazolin ClC1=C(C=NN1C)NC1=NC2=CC=C(C=C2C=N1)C